3-(N-hexadecyl-N-2-hydroxyethyl-ammonio)propylbis(2-hydroxyethyl)ammonium dihydrofluoride F.F.C(CCCCCCCCCCCCCCC)[NH+](CCO)CCC[NH+](CCO)CCO